C(C#CC)(=O)N1[C@@H](CCC1)C1=NC(=C2N1C(=CN=C2C)C)C2=CC=C(C(=O)NC1=NC=CC=C1)C=C2 (S)-4-(3-(1-(but-2-ynoyl)pyrrolidin-2-yl)-5,8-dimethylimidazo[1,5-a]pyrazin-1-yl)-N-(pyridin-2-yl)benzamide